6-mesitylpicolinaldehyde C1(=C(C(=CC(=C1)C)C)C1=CC=CC(=N1)C=O)C